3,6-Bis-(4-amino-butyl)-piperazine-2,5-dione NCCCCC1C(NC(C(N1)=O)CCCCN)=O